7-Ethyl-3-(3-fluoroazetidin-1-yl)benzo[4,5]imidazo[1,2-a]pyridine C(C)C=1C=CC2=C(N=C3N2C=CC(=C3)N3CC(C3)F)C1